FC1=C2C(N(C=NC2=CC(=C1)C=1C=C(C=2N(C1)C=C(N2)C)F)[C@@H]2[C@H](CNCC2)O)=O 5-fluoro-7-{8-fluoro-2-methylimidazo[1,2-a]pyridin-6-yl}-3-[(3S,4S)-3-hydroxypiperidin-4-yl]quinazolin-4-one